C(#N)C1=CC(=CC2=C1SC(=C2)C=2SC(=C(N2)C)C(=O)OCC2=CC=C(C=C2)OC)O 4-methoxybenzyl 2-(7-cyano-5-hydroxybenzo[b]thiophen-2-yl)-4-methylthiazole-5-carboxylate